O(C1=CC=CC=C1)C1CCC(CC1)C(=O)[O-] 4-phenoxycyclohexane-1-carboxylate